FC(C(OC)O)(F)C1=NC2=C(N1C(=O)OCCCC)C=CC=C2 Butyl 2-(1,1-difluoro-2-hydroxy-2-methoxyethyl)-1H-1,3-benzodiazole-1-carboxylate